5-(8-((1S,2S)-2-(3-chloro-4-fluorophenyl)cyclopropyl)imidazo[1,2-b]pyridazin-6-yl)pyrimidine-2,4(1H,3H)-dione ClC=1C=C(C=CC1F)[C@@H]1[C@H](C1)C=1C=2N(N=C(C1)C=1C(NC(NC1)=O)=O)C=CN2